pyrrolimine N=1C(C=CC1)=N